C(#C)[C@H]1C[C@H](C1)C(=O)N([C@H](C(=O)OC(C)(C)C)C(C)C)C cis-tert-butyl (2S)-2-[(3-ethynylcyclobutanecarbonyl)-methyl-amino]-3-methyl-butanoate